((ethane-1,2-diylbis(azanediyl))bis(ethane-2,1-diyl))dioleamide C(CNCCCCCCCCCC\C=C/CCCCCCCC(=O)N)NCCCCCCCCCC\C=C/CCCCCCCC(=O)N